2-(2,6-dimethylphenoxy)nicotinoyl chloride CC1=C(OC2=C(C(=O)Cl)C=CC=N2)C(=CC=C1)C